ClC1=CC=C(C=C1)C=1C(=NC(=NC1CC)NC)N 5-(4-chlorophenyl)-6-ethyl-N2-methylpyrimidine-2,4-diamine